OC(CNC(=O)C=1C=C(C2=CC3=CC=CC=C3N=C2C1)C(=O)OC(C)(C)C)C(=O)OC tert-butyl 3-[(2-hydroxy-3-methoxy-3-oxopropyl) carbamoyl]Acridine-1-carboxylate